CC(C)CCCCC(CCC(CC)C)C 2,7,10-trimethyldodecane